N-(4-(6-(Dibenzo[b,d]furan-2-yl(9,9-dimethyl-9H-fluorene-2-yl)amino)-1,3,3-trimethyl-2,3-dihydro-1H-inden-1-yl)phenyl)-N-(9,9-dimethyl-9H-fluoren-2-yl)dibenzo[b,d]furan-2-amine C1=C(C=CC=2OC3=C(C21)C=CC=C3)N(C3=CC=C2C(CC(C2=C3)(C)C3=CC=C(C=C3)N(C3=CC2=C(OC1=C2C=CC=C1)C=C3)C3=CC=1C(C2=CC=CC=C2C1C=C3)(C)C)(C)C)C3=CC=1C(C2=CC=CC=C2C1C=C3)(C)C